(3S)-3-acetamido-4-(((2S)-1-((2-methoxy-5-(2-(piperidin-3-yl)ethoxy)benzyl)amino)-1-oxo-4-phenylbutan-2-yl)amino)-4-oxobutanoic acid C(C)(=O)N[C@@H](CC(=O)O)C(=O)N[C@H](C(=O)NCC1=C(C=CC(=C1)OCCC1CNCCC1)OC)CCC1=CC=CC=C1